CC1(CCCCC1)C(=O)O 1-methyl-cyclohexane-1-carboxylic acid